C(CCC)OC(=O)CC(=O)NC=1C=C2C=3CC(CCC3NC2=CC1)CNCCC=1C=NN(C1)C(C)C 6-(butoxycarbonylacetyl)amino-3-(2-(1-isopropyl-1H-pyrazol-4-yl)ethyl)aminomethyl-1,2,3,4-tetrahydro-9H-carbazole